(S)-3-((S)-sec-butyl)-7-fluoro-4-(3-hydroxyazetidine-1-carbonyl)-1,3,4,5-tetrahydro-2H-benzo[e][1,4]diazepin-2-one [C@H](C)(CC)[C@@H]1N(CC2=C(NC1=O)C=CC(=C2)F)C(=O)N2CC(C2)O